ClC1=CC(=CC2=C1N=C(S2)C2=C1N=CC(=NC1=CC(=C2)C)OC)OC 4-chloro-6-methoxy-2-(2-methoxy-7-methylquinoxalin-5-yl)benzo[d]thiazole